Benzyl 3-(4-chloro-6-methyl-7-((2-(trimethylsilyl) ethoxy) methyl)-7H-pyrrolo[2,3-d]pyrimidin-5-yl)-5-cyclopropylisoxazole-4-carboxylate ClC=1C2=C(N=CN1)N(C(=C2C2=NOC(=C2C(=O)OCC2=CC=CC=C2)C2CC2)C)COCC[Si](C)(C)C